FC1(CC=C(C(=O)C2=CC=CC=C2)C=C1)Cl 4-Fluoro-4-chlorobenzophenone